Methyl 6-[4-[acetyl(cyclopropylmethyl)amino]-3-methyl-phenyl]pyridine-3-carboxylate C(C)(=O)N(C1=C(C=C(C=C1)C1=CC=C(C=N1)C(=O)OC)C)CC1CC1